2-(pyridazin-yl)-2,6-diazaspiro[3.3]Heptane 2,2,2-trifluoroacetic acid salt FC(C(=O)O)(F)F.N1=NC(=CC=C1)N1CC2(C1)CNC2